C1(CC1)C=1C=C(C=2N(C1)C=CN2)C2CN(C2)C 6-cyclopropyl-8-(1-methylazetidin-3-yl)imidazo[1,2-a]pyridin